NC1=NC=CC(=C1Cl)SC=1C=CC=2C(=NC=C(N2)N2CCC3(CC2)[C@H](C=2C(=NC=CC2)C3)N)N1 (R)-1'-(6-((2-amino-3-chloropyridin-4-yl)thio)pyrido[2,3-b]pyrazin-2-yl)-5,7-dihydrospiro[cyclopenta[b]pyridine-6,4'-piperidin]-5-amine